ClC1=CC(=C(C=C1C=1C=NC2=CC(=NC=C2C1)N(C)CC1=CC=C(C=C1)OC)NC(C1=NC=CC(=C1)C(C)(C)C#N)=O)F N-(4-chloro-2-fluoro-5-(7-((4-methoxybenzyl)(methyl)amino)-1,6-naphthyridin-3-yl)phenyl)-4-(2-cyanoprop-2-yl)picolinamide